(R)-7-chloro-N-methyl-N-(piperidin-3-yl)-1H-pyrrolo[2,3-d]pyridazin-4-amine ClC=1N=NC(=C2C1NC=C2)N([C@H]2CNCCC2)C